(S)-tert-butyl 2-(((9H-fluoren-9-yl) methoxy) carbonylamino)-4-(3-(3-(3,4-dimethoxyphenyl) propanoyl) phenylamino)-4-oxobutanoate C1=CC=CC=2C3=CC=CC=C3C(C12)COC(=O)N[C@H](C(=O)OC(C)(C)C)CC(=O)NC1=CC(=CC=C1)C(CCC1=CC(=C(C=C1)OC)OC)=O